OC[C@H](CC1=CC=CC=C1)NC(=O)C=1OC=C(N1)C1=NC(=NC=C1C)NC1=CC=NN1C (S)-N-(1-hydroxy-3-phenylpropan-2-yl)-4-(5-methyl-2-((1-methyl-1H-pyrazol-5-yl)amino)pyrimidin-4-yl)oxazole-2-carboxamide